C(=O)(O)C1=CC=CC(=N1)C(CCC(C)C)N(CCOCCOCCN(CCOCCO)CC1=CC=CC(=N1)C(=O)O)CC 6-((16-(1-(6-carboxypyridin-2-yl)-4-methylpentyl)-1,4,10,13-tetraoxa-7,16-diaza-octadeca-7-yl)methyl)pyridinecarboxylic acid